3,6-Dibromopyridazine BrC=1N=NC(=CC1)Br